1-(3-(4-(2-(trifluoromethyl)phenyl)piperidine-1-carbonyl)-1,4,6,7-tetrahydro-5H-pyrazolo[4,3-c]pyridin-5-yl)propan-1-one FC(C1=C(C=CC=C1)C1CCN(CC1)C(=O)C1=NNC2=C1CN(CC2)C(CC)=O)(F)F